5,6-Dimethyl-3-(pyrimidin-2-yl)pyridin-2-yl trifluoromethanesulfonate FC(S(=O)(=O)OC1=NC(=C(C=C1C1=NC=CC=N1)C)C)(F)F